ClC=1C(N(C(=CC1[C@@H]1[C@H](C1)B1OC(C(O1)(C)C)(C)C)C)C1=C(C(=NC=C1C)C1=C(C(=NC=C1)N1N=C(N=C1C)C)F)F)=O 3-chloro-2''-(3,5-dimethyl-1H-1,2,4-triazol-1-yl)-3',3''-difluoro-5',6-dimethyl-4-((1S,2S)-2-(4,4,5,5-tetramethyl-1,3,2-dioxaborolan-2-yl)cyclopropyl)-2H-[1,4':2',4''-terpyridin]-2-one